N(=C=O)CCN=C=O 1,2-diisocyanatoethane